tert-Butyl 3,3-dimethyl-5-(4-(4,4,5,5-tetramethyl-1,3,2-dioxaborolan-2-yl)phenyl)morpholine-4-carboxylate CC1(N(C(COC1)C1=CC=C(C=C1)B1OC(C(O1)(C)C)(C)C)C(=O)OC(C)(C)C)C